6-(difluoromethoxy)-N-[(1,6-dimethyl-1H-imidazo[1,2-b]pyrazol-7-yl)methyl]-5-fluoropyridine-3-carboxamide FC(OC1=C(C=C(C=N1)C(=O)NCC1=C2N(N=C1C)C=CN2C)F)F